tert-butyl (2S,3aS,6aR)-2-{[(1S)-1-cyano-2-{2-fluoro-4-[3-(2H3)methyl-2-oxo-1,3-benzoxazol-5-yl]phenyl}ethyl]carbamoyl}-hexahydrofuro[3,4-b]pyrrole-1-carboxylate C(#N)[C@H](CC1=C(C=C(C=C1)C=1C=CC2=C(N(C(O2)=O)C([2H])([2H])[2H])C1)F)NC(=O)[C@@H]1C[C@H]2[C@@H](N1C(=O)OC(C)(C)C)COC2